CC1=NC(=C(C(=C1C)NC(=O)N1C=NC=C1)C)C N-(2,3,5,6-tetramethylpyridin-4-yl)-1H-imidazole-1-carboxamide